C(#C)C=1SC=C(N1)C(=O)N([C@H]1CN(CC1)CC(F)(F)F)C1=CC(=CC(=C1)OC(F)(F)F)OC (R)-2-Ethynyl-N-(3-methoxy-5-(trifluoromethoxy)phenyl)-N-(1-(2,2,2-trifluoroethyl)pyrrolidin-3-yl)thiazole-4-carboxamide